(R/S)-N-cyclopropyl-2-[2-oxo-6-[3-(trifluoromethyl)phenyl]-3H-imidazo[4,5-b]pyridin-1-yl]propionamide C1(CC1)NC([C@@H](C)N1C(NC2=NC=C(C=C21)C2=CC(=CC=C2)C(F)(F)F)=O)=O |r|